ClC=1C(=NC(=NC1)N[C@H]1CN(CC1)C(=O)C1=CC=C(C=C1)NC(C=C)=O)OCCOC (R)-N-(4-(3-((5-chloro-4-(2-methoxyethoxy)pyrimidin-2-yl)amino)pyrrolidine-1-carbonyl)phenyl)acrylamide